benzyl (1-(tert-butyl)-3-((1S,3R)-3-((tert-butylcarbamoyl)oxy)-cyclopentyl)-1H-pyrazol-5-yl)carbamate C(C)(C)(C)N1N=C(C=C1NC(OCC1=CC=CC=C1)=O)[C@@H]1C[C@@H](CC1)OC(NC(C)(C)C)=O